N=1C=NN2C1C=C(C=C2)C2=CNC=1N=C(N=C(C12)OC)NC1CC(C1)(C)N1C(CCC1)=O 1-((1r,3r)-3-((5-([1,2,4]triazolo[1,5-a]pyridin-7-yl)-4-methoxy-7H-pyrrolo[2,3-d]pyrimidin-2-yl)amino)-1-methylcyclobutyl)pyrrolidin-2-one